7-bromo-4-hydroxyquinoline-8-carboxylic acid methyl ester COC(=O)C=1C(=CC=C2C(=CC=NC12)O)Br